NC1=C2N=CN(C2=NC(=N1)Cl)[C@H]1[C@@H]([C@@]([C@H](O1)CO[C@](C(=O)O)(CC1=CC=CC=C1)C1=NN=NN1)(O)C#C)O (R)-2-(((2R,3S,4R,5R)-5-(6-amino-2-chloro-9H-purin-9-yl)-3-ethynyl-3,4-dihydroxytetrahydrofuran-2-yl)methoxy)-3-phenyl-2-(1H-tetrazol-5-yl)propionic acid